(R)-5-(2-(diethylamino)ethoxy)-N-(1-(3-(1-isopropyl-1H-pyrazol-4-yl)-5-(1-methyl-1H-pyrazol-4-yl)phenyl)ethyl)-2-methylbenzamide C(C)N(CCOC=1C=CC(=C(C(=O)N[C@H](C)C2=CC(=CC(=C2)C=2C=NN(C2)C)C=2C=NN(C2)C(C)C)C1)C)CC